(E)-5-(3,7-dimethyloct-1,6-dienyl)-2-methoxypyridine CC(/C=C/C=1C=CC(=NC1)OC)CCC=C(C)C